(1R,3R)-2,2-dimethyl-3-(prop-1-yn-1-yl)cyclopropanecarboxylic acid CC1([C@@H]([C@H]1C#CC)C(=O)O)C